(5-chloropyridin-2-yl)-N-[(1S,2R,4S)-4-(dimethylcarbamoyl)-2-[(5-methyl-6,7-dihydro-4H-[1,3]thiazolo[5,4-c]pyridine-2-carbonyl)amino]cyclohexyl]oxyamide ClC=1C=CC(=NC1)[N-]O[C@@H]1[C@@H](C[C@H](CC1)C(N(C)C)=O)NC(=O)C=1SC=2CN(CCC2N1)C